C(OC(C(F)(F)F)C)(=O)Cl (2,2,2-trifluoro-1-methyl-ethyl) carbonochloridate